N-hydroxyethyl-triazine OCCN1NN=CC=C1